N1(CCC1)S(=O)(=O)C1=CC=C(O1)C(=O)O 5-(azetidin-1-ylsulfonyl)furan-2-carboxylic acid